C[C@H]1N(CCC1)C(C=O)C 2-((R)-2-methylpyrrolidin-1-yl)propan-1-one